3-bromophenyl azide BrC=1C=C(C=CC1)N=[N+]=[N-]